FC(C1=NC=CC=C1SC=1C=CC=2C(=NC=C(N2)N2CCC3(CC2)[C@@H](C2=CC=CC=C2C3)N)N1)(F)F (S)-1'-(6-((2-(trifluoromethyl)pyridin-3-yl)thio)pyrido[2,3-b]pyrazin-2-yl)-1,3-dihydrospiro[indene-2,4'-piperidin]-1-amine